CNC(=O)NC=1C=C(C(=O)NC2CCC(CC2)NC2=CC(=NC(=C2)C(F)(F)F)C(F)(F)F)C=CC1 3-[(methylcarbamoyl)amino]-N-[(1s,4s)-4-{[2,6-bis(trifluoromethyl)pyridin-4-yl]amino}cyclohexyl]benzamide